rac-(1R,3S)-N1-(6-bromoquinazolin-2-yl)cyclohexane-1,3-diamine BrC=1C=C2C=NC(=NC2=CC1)N[C@H]1C[C@H](CCC1)N |r|